5-propyl-2-(1-sec-butylpyrazol-4-yl)-3H-imidazo[2,1-b]purin-4-one C(CC)N1C=2N(C=3N=C(NC3C1=O)C=1C=NN(C1)C(C)CC)C=CN2